2-amino-N-((2-(2,6-dioxopiperidin-3-yl)-1-oxoisoindolin-5-yl)methyl)acetamide NCC(=O)NCC=1C=C2CN(C(C2=CC1)=O)C1C(NC(CC1)=O)=O